3-(acryloxy)propyl-trimethoxysilane C(C=C)(=O)OCCC[Si](OC)(OC)OC